2-((1H-1,2,3-triazol-4-yl)methyl)-5-amino-8-(2,6-dimethylpyridin-4-yl)-7-phenyl-[1,2,4]triazolo[4,3-C]pyrimidin-3(2H)-one N1N=NC(=C1)CN1N=C2N(C(=NC(=C2C2=CC(=NC(=C2)C)C)C2=CC=CC=C2)N)C1=O